C(C=C)(=O)N1[C@H](CN(CC1)C=1C2=C(N=C(N1)OC[C@H]1N(CCC1)C)CN(C2)[C@H]2CC1=CC=CC3=CC=CC2=C13)CC#N 2-((S)-1-acryloyl-4-(6-((S)-1,2-dihydroacenaphthylen-1-yl)-2-(((S)-1-methylpyrrolidin-2-yl)methoxy)-6,7-dihydro-5H-pyrrolo[3,4-d]pyrimidin-4-yl)piperazin-2-yl)acetonitrile